4-amino-1-((4R,5R,7R,8R)-8-hydroxy-7-(hydroxymethyl)-6-oxa-1-thiaspiro[3.4]oct-5-yl)pyrimidin-2(1H)-one NC1=NC(N(C=C1)[C@H]1[C@@]2(CCS2)[C@@H]([C@H](O1)CO)O)=O